7-(diphenylamino)-4-hydroxy-3-(2,2,2-trifluoroethan-1-one-1-yl)-2H-chromene C1(=CC=CC=C1)N(C1=CC=C2C(=C(COC2=C1)C(C(F)(F)F)=O)O)C1=CC=CC=C1